C(C)(C)(C)OC(=O)N1N=C(C2=CC=C(C=C12)[C@@H]1C[C@@]12C(N(C1=CC=C(C=C21)OC)C(=O)OC(C)(C)C)=O)NC2=NC(=NC=C2OCC)C=2SC=CN2 tert-butyl (1R,2S)-2-[1-(tert-butoxycarbonyl)-3-{[5-ethoxy-2-(1,3-thiazol-2-yl)pyrimidin-4-yl]amino}indazol-6-yl]-5'-methoxy-2'-oxospiro[cyclopropane-1,3'-indole]-1'-carboxylate